5-({4-[(2S)-2,3-dihydro-1,4-benzodioxin-2-yl]benzyl}amino)-1-methylpiperidin-2-one O1[C@H](COC2=C1C=CC=C2)C2=CC=C(CNC1CCC(N(C1)C)=O)C=C2